1-(4,4-difluorocyclohexyl)-2,3-dihydro-1H-pyrrolo[2,3-b]pyridine-5-carbonitrile FC1(CCC(CC1)N1CCC=2C1=NC=C(C2)C#N)F